8-hydrazineyl-N-(3-(pyridin-4-ylmethoxy)phenyl)pyrimido[5,4-d]pyrimidin-4-amine N(N)C1=NC=NC2=C1N=CN=C2NC2=CC(=CC=C2)OCC2=CC=NC=C2